C[C@H]1N(C[C@@H](NC1)C)C(CO)C1=CC=C(C=C1)F 2-((2r,5s)-2,5-dimethylpiperazin-1-yl)-2-(4-fluorophenyl)ethan-1-ol